tert-butyl (3s,5r)-3,5-dimethylpiperazine-1-carboxylate C[C@H]1CN(C[C@H](N1)C)C(=O)OC(C)(C)C